7-chloro-5-(4-methyl-6-oxo-1,4,5,6-tetrahydropyridazin-3-yl)-2,3-dihydro-1H-isoindol-1-one ClC=1C=C(C=C2CNC(C12)=O)C1=NNC(CC1C)=O